(R)-3-(1-(7-(5-Amino-1H-pyrazol-4-yl)-4-oxoquinazolin-3(4H)-yl)ethyl)-N-cyclopropylbenzamide NC1=C(C=NN1)C1=CC=C2C(N(C=NC2=C1)[C@H](C)C=1C=C(C(=O)NC2CC2)C=CC1)=O